CS(=O)(=O)C1=CC=C(C=C1)C1=CC=C2C(=N1)SC(=N2)C2CCN(CC2)C(=O)OC(C)C isopropyl 4-(5-(4-(methyl sulfonyl)phenyl)thiazolo[5,4-b]pyridin-2-yl)piperidine-1-carboxylate